4-(4-(4-((1,2,3,4-Tetrahydroisochinolin-7-yl)oxy)-1H-pyrrolo[2,3-b]pyridin-3-yl)pyridin-2-yl)morpholin C1NCCC2=CC=C(C=C12)OC1=C2C(=NC=C1)NC=C2C2=CC(=NC=C2)N2CCOCC2